CC(CC1=NN=CN1C)(C)C=1C=C(C=CC1)NC(=O)C1=NC(=NC=C1)C(F)(F)F N-(3-(2-methyl-1-(4-methyl-4H-1,2,4-triazol-3-yl)propan-2-yl)phenyl)-2-(trifluoromethyl)pyrimidine-4-carboxamide